(S,E)-3-(4-chlorophenyl)-N'-((4-fluorophenyl)sulfonyl)-4-phenyl-N-((R)-2-sulfamoylpropyl)-4,5-dihydro-1H-pyrazole-1-carboximidamide ClC1=CC=C(C=C1)C1=NN(C[C@@H]1C1=CC=CC=C1)/C(/NC[C@@H](C)S(N)(=O)=O)=N/S(=O)(=O)C1=CC=C(C=C1)F